BrC1=C(C=CC(=C1)OC(F)(F)F)NC1=C(C(=O)OC)C=C(C=N1)C(F)(F)F methyl 2-((2-bromo-4-(trifluoromethoxy)phenyl)amino)-5-(trifluoromethyl)nicotinate